disodium 4,4'-bis-(2,4-dianilino-s-triazin-6-ylamino)stilbene N(C1=CC=CC=C1)C1=NC(=NC(=N1)NC1=CC=CC=C1)NC1=CC=C(C=C1)C=CC1=CC=C(C=C1)NC1=NC(=NC(=N1)NC1=CC=CC=C1)NC1=CC=CC=C1.[Na].[Na]